ClC1COC2=C(O1)C=CC=C2N2CC(NCC2)C 2-Chloro-5-(3-methylpiperazin-1-yl)-2,3-dihydro-1,4-benzodioxine